cumylperoxy n-heptanoate C(CCCCCC)(=O)OOOC(C)(C)C1=CC=CC=C1